ClC1=CC(=NC=C1)NC=1N(N=CC1)C 4-chloro-N-(2-methylpyrazol-3-yl)pyridin-2-amine